2-Amino-N-[1-(8-chloro-3-methyl-5-phenyl[1,2,4]triazolo[4,3-a]pyridin-6-yl)ethyl]pyrazolo[1,5-a]pyrimidine-3-carboxamide trifluoroacetate salt FC(C(=O)O)(F)F.NC1=NN2C(N=CC=C2)=C1C(=O)NC(C)C=1C=C(C=2N(C1C1=CC=CC=C1)C(=NN2)C)Cl